3-bromo-1,2,4-trifluoro-5-nitrobenzene BrC=1C(=C(C=C(C1F)[N+](=O)[O-])F)F